tertiary-amyldibutylphosphine C(C)(C)(CC)P(CCCC)CCCC